ClC1=C(C=C(CN2CCN(CC2)C(=O)Cl)C=C1)OC(C)C 4-(4-chloro-3-isopropoxybenzyl)piperazine-1-carbonyl chloride